1,1-dimethylethyl carbamate C(N)(OC(C)(C)C)=O